6-fluoro-2-methyl-1H-indene-3-acetic acid FC1=CC=C2C(=C(CC2=C1)C)CC(=O)O